C(#N)C(CC=1C=CC2=C(SC(=C2)C=2C=CC3=C(N(C(O3)=O)C)C2)C1)NC(=O)[C@H]1OCCCNC1 (2S)-N-(1-cyano-2-(2-(3-methyl-2-oxo-2,3-dihydrobenzo[d]oxazol-5-yl)benzo[b]thiophen-6-yl)ethyl)-1,4-oxazepane-2-carboxamide